(3-(5-fluoro-6-methylpyridin-3-yl)-5-methyl-1,2-Oxazol-4-yl)methanol FC=1C=C(C=NC1C)C1=NOC(=C1CO)C